FC1=C(C=C(C=C1)C(F)(F)F)C=1C=C2C(=NC1)C=NN2CC2=NC(=NO2)C 5-[[6-[2-Fluoro-5-(trifluoromethyl)phenyl]pyrazolo[4,3-b]pyridin-1-yl]methyl]-3-methyl-1,2,4-oxadiazole